ethyl 3-(2-methylsulfanyl-pyrimidin-4-yl)-3-oxo-propionate CSC1=NC=CC(=N1)C(CC(=O)OCC)=O